(R)-2-(2,2,7-trifluoro-3-oxo-6-(perfluorophenyl)-2,3-dihydro-4H-benzo[b][1,4]oxazin-4-yl)butanoic acid FC1(C(N(C2=C(O1)C=C(C(=C2)C2=C(C(=C(C(=C2F)F)F)F)F)F)[C@@H](C(=O)O)CC)=O)F